S1C(=NC2=C1C=CC=C2)[C@H]2N(C[C@@H](C2)O)C(=O)OC(C)(C)C (2S,4R)-tert-butyl 2-(benzo[d]thiazol-2-yl)-4-hydroxypyrrolidine-1-carboxylate